2-(1-(3-methoxyphenethyl)-1H-benzo[d]imidazol-2-yl)ethan-1-amine COC=1C=C(CCN2C(=NC3=C2C=CC=C3)CCN)C=CC1